1-[2-cyano-4-(trifluoromethyl)phenyl]-N-[(2R)-2-(dimethylamino)-3-hydroxypropyl]-4-{2'-ethoxy-[2,3'-bipyridine]-5-yl}piperidine-4-carboxamide C(#N)C1=C(C=CC(=C1)C(F)(F)F)N1CCC(CC1)(C(=O)NC[C@H](CO)N(C)C)C=1C=CC(=NC1)C=1C(=NC=CC1)OCC